((((1S,4R)-2-hydroxy-7,7-dimethylbicyclo[2.2.1]hept-1-yl)methyl)sulfonyl)-4-(3-methoxyphenyl)piperidin-4-ol hydrochloride Cl.OC1[C@@]2(CC[C@H](C1)C2(C)C)CS(=O)(=O)N2CCC(CC2)(O)C2=CC(=CC=C2)OC